Potassium Calcium Magnesium Phosphate P(=O)([O-])([O-])[O-].[Mg+2].[Ca+2].[K+]